C/C(/CCC(=O)OC)=C\COC1=C(C=CC=C1)CN1C(=NC=C1C)C1=CC=C(C=C1)OC(F)(F)F methyl (E)-4-methyl-6-(2-((5-methyl-2-(4-(trifluoromethoxy) phenyl)-1H-imidazol-1-yl)methyl)phenoxy)hex-4-enoate